[Si]=O.[Ca].[Ca] dicalcium Silicon oxide